C12COCC(CC1)N2C(=O)C2=CC=C(C(=O)N)C=C2 4-(3-oxa-8-azabicyclo[3.2.1]octane-8-carbonyl)benzamide